(N-[4-amino-5-(6-bromopyridine-3-carbonyl)thiazol-2-yl]-4-fluoro-anilino)propanamide dimethyl-1-methyl-1H-pyrazole-4,5-dicarboxylate COC(=O)C=1C=NN(C1C(=O)OC)C.NC=1N=C(SC1C(=O)C=1C=NC(=CC1)Br)N(C1=CC=C(C=C1)F)C(C(=O)N)C